C(#N)C1=CC(=C(C(=O)NC2=C(C=CC(=C2)C(NC2=C(C=C(C=C2Cl)C(C(F)(F)F)(C(F)(F)F)F)Cl)=O)C#N)C=C1)C 4-cyano-N-[2-cyano-5-[[2,6-dichloro-4-[1,2,2,2-tetra-fluoro-1-(trifluoromethyl)ethyl]phenyl]carbamoyl]phenyl]-2-methyl-benzamide